BrC1=CC=C(C(=C1C=O)O)O 6-bromo-2,3-dihydroxybenzaldehyde